N-(4-fluoro-2-iodo-3-methoxyphenyl)-2,2-dimethylpropionamide FC1=C(C(=C(C=C1)NC(C(C)(C)C)=O)I)OC